C(C)(C)(C)OC(=O)N[C@H]1C[C@H](CCC1)C(=O)O (1s,3r)-3-((tert-butoxycarbonyl)amino)cyclohexane-1-carboxylic acid